2-(3,7-dioxabicyclo[4.1.0]hept-6-yl)-6-fluoropyridine C12COCCC2(O1)C1=NC(=CC=C1)F